CC1(C[C@H](CNC1)NC(OC(C)(C)C)=O)C tert-Butyl N-[(3R)-5,5-dimethylpiperidin-3-yl]carbamate